[Si](C)(C)(C(C)(C)C)OCCC=1C=C(C(=C2C=CN=CC12)CNC1CC(C1)OC1=CC(=C(C=C1)F)C(F)(F)F)F (1r,3r)-N-((8-(2-((tert-butyldimethylsilyl)oxy)ethyl)-6-fluoroisoquinolin-5-yl)methyl)-3-(4-fluoro-3-(trifluoromethyl)phenoxy)cyclobutan-1-amine